C(=O)(OC(C)(C)C)N[C@H](CO)CC[C@@H](C)O (2S,5R)-2-(N-Boc-amino)-1,5-hexanediol